O=C1C2(C=3C(=NC=CC3)N1COCC[Si](C)(C)C)CC1=CC=C(C=C1C2)C(=O)OC methyl 2'-oxo-1'-((2-(trimethylsilyl) ethoxy) methyl)-1,1',2',3-tetrahydrospiro[indene-2,3'-pyrrolo[2,3-b]pyridine]-5-carboxylate